S1SC(CC1)CCCCC(C)=O 6-(1,2-dithiolane-3-yl)-2-hexanone